C(C)(C)(C)OC(=O)N1CC(C2(CC1)CC(=CCC2)F)C2=C(C1=C(N=CN=C1N)N2C)C2=CC=C(C=C2)OC([2H])([2H])[2H] (4-amino-5-(4-(methoxy-d3)phenyl)-7-methyl-7H-pyrrolo[2,3-d]pyrimidin-6-yl)-8-fluoro-3-azaspiro[5.5]undec-8-ene-3-carboxylic acid tert-butyl ester